C(C)(=O)OC1=CC(=CC(=C1)\C=C\C1=CC=C(C=C1)OC(C)=O)OC(C)=O (E)-5-(4-acetoxystyryl)-1,3-phenylene diacetate